NC=1C(=NC(=CC1)Cl)C(=O)O 3-amino-6-chloropyridine-2-carboxylic acid